N(=[N+]=[N-])CCCCCCCC(CCCCC)CCCCC 1-azido-8-pentyltridecane